2-[2-[[4-[5-(Difluoromethyl)-1,3,4-oxadiazol-2-yl]-2,3-difluorophenyl]methyl]tetrazol-5-yl]pyrimidin-5-amine FC(C1=NN=C(O1)C1=C(C(=C(C=C1)CN1N=C(N=N1)C1=NC=C(C=N1)N)F)F)F